FC=1C=C(C=CC1C1CNC(CC1)=O)N1CC(C1)NC(OC1CN(C1)C(=O)N1CCCC1)=O 1-(pyrrolidine-1-carbonyl)azetidin-3-yl (1-(3-fluoro-4-(6-oxopiperidin-3-yl)phenyl)azetidin-3-yl)carbamate